[N+](=O)([O-])C=1C=C(C(=O)C2=NC3=CC=C(C=C3C(N2)=O)NC(CCl)=O)C=CC1 2-(3-nitrobenzoyl)-6-(2-chloroacetamido)-4(3H)-quinazolinone